8-((2S,5R)-2,5-dimethyl-4-(1-(2-(trifluoromethyl)thiazol-4-yl)ethyl)piperazin-1-yl)-5-methyl-6-oxo-5,6-dihydro-1,5-naphthyridine-2-carbonitrile C[C@@H]1N(C[C@H](N(C1)C(C)C=1N=C(SC1)C(F)(F)F)C)C1=CC(N(C=2C=CC(=NC12)C#N)C)=O